ClC1=C(C=C2C=C(N=CC2=C1)NC(=O)[C@@H]1C([C@@H]1C)(F)F)C1CCN(CC1)C1COC1 (1R,3R)-N-(7-chloro-6-(1-(oxetan-3-yl)piperidin-4-yl)isoquinolin-3-yl)-2,2-difluoro-3-methylcyclopropane-1-carboxamide